4-chloro-2-(7-fluoro-2-methylindazol-5-yl)-6-{hexahydro-1H-pyrrolo[1,2-a]pyrazin-2-yl}-1,8-naphthyridine ClC1=CC(=NC2=NC=C(C=C12)N1CC2N(CC1)CCC2)C2=CC1=CN(N=C1C(=C2)F)C